6-chloro-1H-pyrazolo[3,4-d]pyrimidine ClC1=NC=C2C(=N1)NN=C2